C1(=CC=C(C=C1)N1C2=CC=CC=C2C=2C=C(C=CC12)C=1C=CC=2N(C3=CC=CC=C3C2C1)C1=CC=C(C=C1)C1=CC=CC=C1)C1=CC=CC=C1 9,9'-bis(1,1'-biphenyl-4-yl)-3,3'-bi-9H-carbazole